C1=CC=CC=2C3=CC=CC=C3C(C12)COC(=O)N[C@H](C(=O)O)CC1=CC=C(C=C1)C=1C(=NC=CC1)N(C)C (S)-2-((((9H-fluoren-9-yl)methoxy)carbonyl)amino)-3-(4-(2-(dimethylamino)pyridin-3-yl)phenyl)propanoic acid